[Cl-].[Cl-].CC=1C(=C(C(C1)(C)[Ti+2]NC(C)(C)C)C)C (tetramethyl-cyclopentadienyl)(t-butylamino)titanium dichloride